3,4-dihydro-2H-4λ4-benzo[b][1,4]oxathiine 4-oxide O1C2=C(S(CC1)=O)C=CC=C2